N-[[4-(5-amino-4-cyano-1-cyclobutyl-pyrazol-3-yl)phenyl]methyl]-2-methoxy-benzamide NC1=C(C(=NN1C1CCC1)C1=CC=C(C=C1)CNC(C1=C(C=CC=C1)OC)=O)C#N